FC(C=1C(=C(C=CC1)[C@@H](C)NC1=C2C(=C(N=N1)C)C=NC(=C2)C=2C=CC(=C(CN1CCC(CC1)C1=CC=C(C=C1)[C@@]1(C(NC(CC1)=O)=O)C)C2)F)F)F (R)-3-(4-(1-(5-(1-(((R)-1-(3-(difluoromethyl)-2-fluorophenyl)ethyl)amino)-4-methylpyrido[3,4-d]pyridazin-7-yl)-2-fluorobenzyl)piperidin-4-yl)phenyl)-3-methylpiperidine-2,6-dione